[C@H]12CN(C[C@H](CC1)N2)C2=NC(=NC1=C(C(=C(C=C21)Cl)C2=CC(=CC1=CC=CC(=C21)CC)O)F)OC[C@]21CCCN1C[C@@H](C2)F 4-(4-((1R,5S)-3,8-diazabicyclo[3.2.1]octan-3-yl)-6-chloro-8-fluoro-2-(((2R,7aS)-2-fluorotetrahydro-1H-pyrrolizin-7a(5H)-yl)methoxy)quinazolin-7-yl)-5-ethylnaphthalen-2-ol